C1CC12CCN(CC2)C2=C(C(=O)Cl)C=CC(=C2)I (6-azaspiro[2.5]octane-6-yl)-4-iodobenzoyl chloride